NC1=NC(=C2NC=NC2=N1)N 2,6-diAminopurine